Dichloro(methyl)phosphan ClP(C)Cl